IC1=CC(=NC(=C1)N1CCOCC1)O[C@@H]([C@@H](C)O)C (2R,3R)-3-((4-iodo-6-morpholinopyridin-2-yl)oxy)butan-2-ol